ethyl 2-methyl-4-oxo-3-(trifluoromethyl)-2,4,5,6-tetrahydrocyclopenta[c]pyrrole-1-carboxylate CN1C(=C2C(=C1C(F)(F)F)C(CC2)=O)C(=O)OCC